2-(2-Methyl-2H-indazol-5-yl)-6-(piperidin-4-yl)[1,3]thiazolo[4,5-b]pyridin CN1N=C2C=CC(=CC2=C1)C=1SC=2C(=NC=C(C2)C2CCNCC2)N1